3-({5-[5-bromo-1-(4-methylbenzenesulfonyl)-1H-pyrazolo[3,4-c]pyridin-3-yl]-2-(4-methylpiperazin-1-yl)pyridin-3-yl}oxy)propan-1-ol BrC=1C=C2C(=CN1)N(N=C2C=2C=C(C(=NC2)N2CCN(CC2)C)OCCCO)S(=O)(=O)C2=CC=C(C=C2)C